ethyl 2-(4-bromo-1-(2,2,2-trifluoroethyl)-1H-indol-2-yl)thiazole-5-carboxylate BrC1=C2C=C(N(C2=CC=C1)CC(F)(F)F)C=1SC(=CN1)C(=O)OCC